NC=1C(=C(OCC#CCN2CCN(CC2)C(=O)OC(C)(C)C)C=C(C1)C(N)=O)NC\C=C\CNC1=C(C=C(C=C1OC)C(=O)OC)N tert-butyl (E)-4-(4-(3-amino-2-((4-((2-amino-6-methoxy-4-(methoxycarbonyl)phenyl)amino)but-2-en-1-yl)amino)-5-carbamoylphenoxy)but-2-yn-1-yl)piperazine-1-carboxylate